N1N=NN=C1NC1=CC(CCC1)=O 3-(1H-tetrazol-5-ylamino)cyclohex-2-en-1-one